rac-(1R,2S,5R)-1-amino-5-(2-boronoethyl)-2-((3,4-dihydroisoquinolin-2(1H)-yl)methyl)cyclohexanecarboxylic acid dihydrochloride Cl.Cl.N[C@]1([C@@H](CC[C@H](C1)CCB(O)O)CN1CC2=CC=CC=C2CC1)C(=O)O |r|